3-((S)-2-hydroxypropoxy)-1-(1-(5-(trifluoromethyl)pyrimidin-2-yl)piperidin-4-yl)pyrrolidin-2-one O[C@H](COC1C(N(CC1)C1CCN(CC1)C1=NC=C(C=N1)C(F)(F)F)=O)C